[N].[Zn] Zinc Nitrogen